OCCOC=1C=CC(=NC1)C=1N=CC2=C(N1)CCC2 2-[5-(2-hydroxyethoxy)pyridin-2-yl]-5H,6H,7H-cyclopenta[d]pyrimidin